(2S)-2-({5-[(1S)-1-[(5-chloro-2-methylpyridin-3-yl)amino]ethyl]thiophen-2-yl}formamido)-3-cyclopentyl-N-(1-methylpiperidin-4-yl)propanamide ClC=1C=C(C(=NC1)C)N[C@@H](C)C1=CC=C(S1)C(=O)N[C@H](C(=O)NC1CCN(CC1)C)CC1CCCC1